FC=1C=2N(C=C(C1)C1=CNC=3N=C(N=CC31)NC3CC1(C3)CCN(CC1)C(C)=O)C=CN2 1-(2-((5-(8-fluoroimidazo[1,2-a]pyridin-6-yl)-7H-pyrrolo[2,3-d]pyrimidin-2-yl)amino)-7-azaspiro[3.5]nonan-7-yl)ethan-1-one